NC1CCC(CC1)CN1CCN(CC1)C(CCC1=CC2=C(N(C(N2C)=O)C2C(NC(CC2)=O)=O)C=C1)=O 3-[5-[3-[4-[(4-Aminocyclohexyl)methyl]piperazin-1-yl]-3-oxo-propyl]-3-methyl-2-oxo-benzimidazol-1-yl]piperidine-2,6-dione